Tert-Butyl N-[(3S,4S)-1-[(6S)-6-[3-amino-4,6-dimethylthieno[2,3-b]pyridine-2-amido]-5,6,7,8-tetrahydroquinazolin-2-yl]-4-(propan-2-yloxy)pyrrolidin-3-yl]carbamate NC1=C(SC2=NC(=CC(=C21)C)C)C(=O)N[C@@H]2CC=1C=NC(=NC1CC2)N2C[C@@H]([C@H](C2)OC(C)C)NC(OC(C)(C)C)=O